NC(CC)=O 3-amino-3-oxo-propane